(S)-(R)-Sec-butyl 2-aminopropanoate N[C@@H](C(=O)O[C@@H](C)CC)C